8-(6-ethoxypyridin-3-yl)-1-(4-(piperazin-1-yl)-3-(trifluoromethyl)phenyl)imidazo[1,5-a]quinoxalin-4(5H)-one C(C)OC1=CC=C(C=N1)C1=CC=C2NC(C=3N(C2=C1)C(=NC3)C3=CC(=C(C=C3)N3CCNCC3)C(F)(F)F)=O